FC(C1=NNC(=N1)C(F)(F)F)F 3-difluoromethyl-5-trifluoromethyl-1,2,4-triazole